2-[4-[[[6-[(2-chloro-6-fluoro-phenyl)methyl-cyclopropyl-amino]-5-fluoro-pyrimidin-4-yl]amino]methyl]phenyl]acetamide ClC1=C(C(=CC=C1)F)CN(C1=C(C(=NC=N1)NCC1=CC=C(C=C1)CC(=O)N)F)C1CC1